ClC1=C(N(C)C)C=CC=C1 chloro-N,N-dimethylaniline